2-(2-chloro-3-ethoxy-4-methylsulfonylbenzoyl)-5-methyl-1,3-cyclohexanedione ClC1=C(C(=O)C2C(CC(CC2=O)C)=O)C=CC(=C1OCC)S(=O)(=O)C